ClC1=CC=C(C2=C1NC(CO2)=O)OCC2(CCN(CC2)C2=C(C=C(C=C2F)Cl)F)O 5-chloro-8-[[1-(4-chloro-2,6-difluorophenyl)-4-hydroxypiperidin-4-yl]methoxy]-4H-1,4-benzoxazin-3-one